6-fluoro-5-methyl-4-oxo-7-{3-[(1-propyl-1H-pyrazol-3-yl)carbamoyl]azetidin-1-yl}-1-(1,3-thiazol-2-yl)-1,4-dihydro-1,8-naphthyridine-3-carboxylic acid FC=1C(=C2C(C(=CN(C2=NC1N1CC(C1)C(NC1=NN(C=C1)CCC)=O)C=1SC=CN1)C(=O)O)=O)C